CC1(OB(OC1(C)C)C1=CC(=C(C=C1)C)N)C 4-(4,4,5,5-tetramethyl-1,3,2-dioxaborolan-2-yl)-2-tolylamine